copper-chromium-Zirconium [Zr].[Cr].[Cu]